C(C1=CC=CC=C1)OCCCC(C(=O)O)(C(=O)O)C 2-(3-benzyloxypropyl)-2-methyl-malonic acid